1-(2-Chlorophenyl)-6-methyl-4-(methylamino)-7-(trifluoromethyl)quinazolin-2(1H)-one ClC1=C(C=CC=C1)N1C(N=C(C2=CC(=C(C=C12)C(F)(F)F)C)NC)=O